(R,E)-N-(5-bromo-2-fluoro-3-(trifluoromethyl)benzylidene)-2-methylpropane-2-sulfinamide BrC=1C=C(C(=C(\C=N\[S@](=O)C(C)(C)C)C1)F)C(F)(F)F